3-ethylsulfonyl-5,6-bis(methylamino)pyridine-2-carboxylic acid tert-butyl ester C(C)(C)(C)OC(=O)C1=NC(=C(C=C1S(=O)(=O)CC)NC)NC